The molecule is a flavin adenine dinucleotide that is FADH2 bearing an N-sulfo substituent at position 5 of the flavin ring system.. It is a member of sulfamic acids and a flavin adenine dinucleotide. It derives from a FADH2. CC1=CC2=C(C=C1C)N(C3=C(N2C[C@@H]([C@@H]([C@@H](COP(=O)(O)OP(=O)(O)OC[C@@H]4[C@H]([C@H]([C@@H](O4)N5C=NC6=C(N=CN=C65)N)O)O)O)O)O)NC(=O)NC3=O)S(=O)(=O)O